NC1=NC(=CC(=N1)C=1C(=C(C#N)C=CC1)C)C=1N=NN(C1)CC1=CC=CC=2OCC(NC21)=O 3-(2-amino-6-(1-((3-oxo-3,4-dihydro-2H-benzo[b][1,4]oxazin-5-yl)methyl)-1H-1,2,3-triazol-4-yl)pyrimidin-4-yl)-2-methylbenzonitrile